2-fluoro-3-[N-(cyclopropylmethyl)-4-cyanobenzamido]benzoic acid FC1=C(C(=O)O)C=CC=C1N(C(C1=CC=C(C=C1)C#N)=O)CC1CC1